C(#N)C1(CCOCC1)COC=1C=C(C=2N(C1)N=CC2C#N)C=2C=NC(=CC2)N2CC1N(C(C2)C1)CC=1C=NC(=CC1)OC 6-((4-Cyanotetrahydro-2H-pyran-4-yl)methoxy)-4-(6-(6-((6-methoxypyridin-3-yl)methyl)-3,6-Diazabicyclo[3.1.1]heptan-3-yl)pyridin-3-yl)pyrazolo[1,5-a]pyridine-3-carbonitrile